(Z)-2-(2-(2,6-dichlorophenyl)hydrazineylidene)acetaldehyde ClC1=C(C(=CC=C1)Cl)N\N=C/C=O